BrC=1C(=CC(=NC1)OCCN1CCN(CC1)C(=O)OC(C)(C)C)C tert-butyl 4-(2-((5-bromo-4-methylpyridin-2-yl)oxy)ethyl)piperazine-1-carboxylate